O=C1CC2CCC(N2C1)=O 2,5-Dioxotetrahydro-1H-pyrrolizine